CN(C(=O)C1=C(C(=[C-]PC=CC=C1)C(=O)N(C)C)C(=O)N(C)C)C hexamethylphosphoninidtriamid